ClC=1C(=NC(=NC1)NC1CC(C1)C(=O)NC)C1=CC(=CC=C1)N1C(C=CC=C1)=O 3-((5-chloro-4-(3-(2-oxopyridin-1(2H)-yl)phenyl)pyrimidin-2-yl)amino)-N-methylcyclobutane-1-carboxamide